C([C@@H](CCO)O)O |r| (R) and (S)-1,2,4-butanetriol